(Z)-methyl-4-(2-(dimethylamino)-3-(octadec-9-en-1-yloxy)propoxy)butanoate COC(CCCOCC(COCCCCCCCC\C=C/CCCCCCCC)N(C)C)=O